methyl (S)-3-(hydroxymethyl)-5-methyl-1,2,5-thiadiazolidine-2-carboxylate 1,1-dioxide OC[C@H]1N(S(N(C1)C)(=O)=O)C(=O)OC